1-(Phenylsulfonyl)-5-(3-(piperidin-1-yl)propoxy)-1H-indole-2-carbaldehyde C1(=CC=CC=C1)S(=O)(=O)N1C(=CC2=CC(=CC=C12)OCCCN1CCCCC1)C=O